ClC=1C=C(CC2ON(OS2)CCCCCCC(=O)O)C=CC1 (Z)-7-(5-(3-chlorobenzyl)-2,4-dioxathiazolidin-3-yl)heptanoic acid